C1(CC1)CN1CC(C1)(O)C#CC1=CC2=C(OC[C@@H](C(N2C)=O)NC(C2=NC=CC(=C2)OC2=CC=CC=C2)=O)C=C1 (S)-N-(7-((1-(cyclopropylmethyl)-3-hydroxyazetidin-3-yl)ethynyl)-5-methyl-4-oxo-2,3,4,5-tetrahydrobenzo[b][1,4]oxazepin-3-yl)-4-phenoxypicolinamide